C(C)(C)(C)OC(N[C@H](C(=O)N)CC1C(NC=2N(C1)N=CC2)=O)=O ((2S)-1-amino-1-oxo-3-(5-oxo-4,5,6,7-tetrahydropyrazolo[1,5-a]pyrimidin-6-yl)propan-2-yl)carbamic acid tert-butyl ester